3,4-dichloro-2-fluoro-pyridine ClC=1C(=NC=CC1Cl)F